C(N)(O[C@@H](C)CCC(N1N=C2C(CN(CC2)C2=NC=C(C=N2)C(F)(F)F)=C1)C(C)(C)C)=O tert-butyl-(S)-(5-(5-(5-(trifluoromethyl) pyrimidin-2-yl)-4,5,6,7-tetrahydro-2H-pyrazolo[4,3-c]pyridin-2-yl) pent-2-yl) carbamate